butyl (1R,6R,8R)-8-hydroxy-2-oxa-5-azabicyclo[4.2.0]octane-5-carboxylate O[C@@H]1C[C@H]2N(CCO[C@@H]12)C(=O)OCCCC